6-(2-((E)-2-(((E)-4-fluorobenzylidene)hydrazineylidene)-5-oxoimidazolidine-4-yl)acetamido)-3,3-dimethyl-7-oxo-4-thia-1-azabicyclo[3.2.0]heptane-2-carboxylic acid FC1=CC=C(\C=N\N=C/2\NC(C(N2)CC(=O)NC2C3SC(C(N3C2=O)C(=O)O)(C)C)=O)C=C1